4-[(E)-3-[4-(5-Carboxyfuran-2-yl)phenyl]-3-oxoprop-1-enyl]-2-ethoxyphenolate C(=O)(O)C1=CC=C(O1)C1=CC=C(C=C1)C(/C=C/C1=CC(=C(C=C1)[O-])OCC)=O